C(C1=CC=CC=C1)N1N=NC(=C1)C(=O)N[C@@H]1C(N(C=2N(CC1)N=C(C2)C2CC2)C)=O (S)-1-Benzyl-N-(2-cyclopropyl-4-methyl-5-oxo-5,6,7,8-tetrahydro-4H-pyrazolo[1,5-a][1,3]diazepin-6-yl)-1H-1,2,3-triazol-4-carboxamid